FC=1C=C(C=CC1)[C@H]1CC=2C(=NC(=NC2CC1)N([C@H](CC)C1CCC(CC1)C(=O)OC)C)OC1=C(C(=CC(=C1F)F)F)F methyl (1R,4r)-4-((R)-1-(((R)-6-(3-fluorophenyl)-4-(2,3,5,6-tetrafluorophenoxy)-5,6,7,8-tetrahydroquinazolin-2-yl)(methyl)amino)propyl)cyclohexane-1-carboxylate